N1CNC=C1 2,3-dihydroimidazole